3-(2-(((2-bromopyridin-4-yl)amino)methyl)-6-cyclopropylimidazo[1,2-a]pyridin-8-yl)oxetan-3-ol BrC1=NC=CC(=C1)NCC=1N=C2N(C=C(C=C2C2(COC2)O)C2CC2)C1